2-(4-(((S)-2-cyano-1-(4-(ethylsulfonyl)phenyl)ethyl)carbamoyl)phenyl)pyrrolidine-1-carboxylic acid tert-butyl ester C(C)(C)(C)OC(=O)N1C(CCC1)C1=CC=C(C=C1)C(N[C@@H](CC#N)C1=CC=C(C=C1)S(=O)(=O)CC)=O